NC1=C(C(=O)NC23CCC(CC2)(CC3)O)C=C(C=N1)C1=CC=C(C=C1)[C@@]13CN(C[C@H]3C1)C1CCOCC1 2-amino-N-(4-hydroxybicyclo-[2.2.2]octan-1-yl)-5-(4-((1R,5S)-3-(tetrahydro-2H-pyran-4-yl)-3-azabicyclo-[3.1.0]hexan-1-yl)phenyl)nicotinamide